(2r,3s)-3-(hydroxymethyl)-2-methylacridine-1-carboxylic acid tert-butyl ester C(C)(C)(C)OC(=O)C1=C(C(=CC2=NC3=CC=CC=C3C=C12)CO)C